N(=[N+]=[N-])CCCCCC(=O)N[C@H](C(=O)N[C@H](C(=O)NC1=CC=C(C=C1)CO)CCCNC(=O)N)C(C)C 6-azido-N-((S)-1-(((S)-1-((4-(hydroxymethyl)phenyl)amino)-1-oxo-5-ureidopentan-2-yl)amino)-3-methyl-1-oxobutan-2-yl)hexanamide